[F-].C(CCC)[PH3+] n-butylphosphonium fluorid